C[C@H]1CC[C@H]2[C@@H]1[C@@H](OC=C2CO)O The molecule is a cyclopentapyran that is (4aS,7aR)-1,4a,5,6,7,7a-hexahydrocyclopenta[c]pyran substituted at position 1 by a hydroxy group and at positions 4 and 7 by a hydroxymethyl and methyl group, respectively (the 1R,4aS,7S,7aR-diastereomer). It has a role as a plant metabolite. It is a cyclopentapyran, a lactol, an iridoid monoterpenoid and a primary alcohol. It derives from a 7-deoxyloganetic acid.